C(C1=CC=CC=C1)OC(=O)N1[C@H](CCC1)[C@@H]([C@H](C1=CC(=CC=C1)F)C1=C(C(=CC=C1)F)F)OS(=O)(=O)C (R)-2-((1R,2R)-2-(2,3-difluorophenyl)-2-(3-fluorophenyl)-1-((methylsulfonyl)oxy)ethyl)pyrrolidine-1-carboxylic acid benzyl ester